Cl.Cl.N1CC(C1)OC1=CC2=C(C(N(CCO2)C[C@@H](CN2CC3=CC=CC=C3CC2)O)=O)C=C1 8-(azetidin-3-yloxy)-4-[(2R)-3-(3,4-dihydro-1H-isoquinolin-2-yl)-2-hydroxy-propyl]-2,3-dihydro-1,4-benzoxazepin-5-one dihydrochloride